2-(methylsulfonyl)-4-(tributylstannyl)thiazole CS(=O)(=O)C=1SC=C(N1)[Sn](CCCC)(CCCC)CCCC